2-chloro-N-(1,3,4-oxadiazol-2-yl)-3-[(S)-methylsulfinyl]-4-(trifluoromethyl)benzamide ClC1=C(C(=O)NC=2OC=NN2)C=CC(=C1[S@@](=O)C)C(F)(F)F